2-(3-methylisoxazol-5-yl)acetamide CC1=NOC(=C1)CC(=O)N